C1(CC1)C#CC1=NN(C2=NC=CC=C21)C2CN(C2)C(C=C)=O 1-(3-(3-(cyclopropylethynyl)-1H-pyrazolo[3,4-b]pyridin-1-yl)azetidin-1-yl)prop-2-en-1-one